ClC1=NC=2CCCCC2C(=C1C#N)Cl 2,4-dichloro-5,6,7,8-tetrahydroquinoline-3-carbonitrile